ClC1=C(C(=C(C=C1)O)CCCCCCCCC)CCCCCCCCC chloro-dinonyl-phenol